C(C)(=O)CC(C)=O acetyl-monoacetone